The molecule is a 2,3,5,6-tetrafluoro-4-methylbenzyl 3-[(1Z)-2-chloro-3,3,3-trifluoroprop-1-en-1-yl]-2,2-dimethylcyclopropanecarboxylate in which both of the stereocentres have R configuration. It is an enantiomer of a (Z)-(1S)-cis-tefluthrin. CC1=C(C(=C(C(=C1F)F)COC(=O)[C@@H]2[C@@H](C2(C)C)/C=C(/C(F)(F)F)\\Cl)F)F